(5-(3,4-dihydro-2H-pyran-5-yl)-6-methylpyridin-3-yl)-5-(trifluoromethyl)-1,2,4-oxadiazole O1CCCC(=C1)C=1C=C(C=NC1C)C1=NOC(=N1)C(F)(F)F